ClC1=CC=C(OCC(CO)O)C=C1 3-(4-chlorophenoxy)-propane-1,2-diol